(2R)-N-((S)-(3-fluoro-4-(trifluoromethoxy)phenyl)(trans-3-(trifluoromethyl)-cyclobutyl)methyl)-2-methyl-3-oxopiperazine-1-carboxamide FC=1C=C(C=CC1OC(F)(F)F)[C@@H](NC(=O)N1[C@@H](C(NCC1)=O)C)[C@@H]1C[C@H](C1)C(F)(F)F